COC1=CC=C(C2=C1NC(=N2)NC(=O)C2(CC2)C#N)C=2C=NN(C2)C 1-Cyano-cyclopropanecarboxylic acid [7-methoxy-4-(1-methyl-1H-pyrazol-4-yl)-1H-benzoimidazol-2-yl]-amide